5-ethynyl-8-methyl-2-((4-(4-methylpiperazin-1-yl)-3-propoxyphenyl)amino)pyrido[2,3-d]pyrimidin-7(8H)-one C(#C)C1=CC(N(C=2N=C(N=CC21)NC2=CC(=C(C=C2)N2CCN(CC2)C)OCCC)C)=O